[N+](=O)([O-])C1=CC(=NC=C1)SSC1=CC=CC=C1 p-nitrophenyldithiopyridine